F[C@H]1C(C2(CC1)CCN(CC2)C(=O)OC(C)(C)C)=O |r| racemic-tert-butyl 2-fluoro-1-oxo-8-azaspiro[4.5]decane-8-carboxylate